C(\C=C/C(=O)[O-])(=O)[O-].C(CCC)[Sn+2]CCCC Dibutyltin maleate